2-(1-((2-(3,5-dichlorophenyl)-6-hydroxypyridin-4-yl)methyl)piperidin-4-yl)acetic acid ethyl ester C(C)OC(CC1CCN(CC1)CC1=CC(=NC(=C1)O)C1=CC(=CC(=C1)Cl)Cl)=O